C(C(C)C)(=O)NC=1NC(C=2N=CN(C2N1)C1CC(CO1)OP([O-])(=O)N)=O 5-(2-isobutyramido-6-oxo-1,6-dihydropurin-9-yl)-tetrahydrofuran-3-ylphosphoramidate